BrC=1C=CC=2N(C1)C(=C(N2)C2CC2)N(C=O)C N-(6-Bromo-2-cyclopropyl-imidazo[1,2-a]pyridin-3-yl)-N-methyl-formamide